1,2,3,4,4a,4b,5,6,10,10a-decahydrophenanthrene-1-carboxamide C1(CCCC2C3CCC=CC3=CCC12)C(=O)N